6-(1-amino-2-ethoxy-2-oxoethyl)-1H-indole-1-carboxylic acid tert-butyl ester C(C)(C)(C)OC(=O)N1C=CC2=CC=C(C=C12)C(C(=O)OCC)N